4-[[4-[[(1S)-2-hydroxy-1-phenyl-ethyl]amino]-5-(1,2,4-oxadiazol-5-yl)pyrimidin-2-yl]-amino]-N,2-dimethyl-benzamide OC[C@H](C1=CC=CC=C1)NC1=NC(=NC=C1C1=NC=NO1)NC1=CC(=C(C(=O)NC)C=C1)C